C(=O)[O-].C(C)(=O)OC(CC1=CC=CC=C1)OC(C(=O)OC1CC2CCC(C1)[N+]21CCCC1)(C1=CC=CC=C1)C1=CC=CC=C1 3-(2-(1-Acetoxy-2-phenylethoxy)-2,2-diphenylacetoxy)spiro[bicyclo[3.2.1]octane-8,1'-pyrrolidin]-8-ium formate